5-(Benzyloxy)-1-phenyl-1,2-dihydro-3H-benzo[g]indazol-3-on C(C1=CC=CC=C1)OC=1C=C2C(NN(C2=C2C1C=CC=C2)C2=CC=CC=C2)=O